Ethyl (R)-2,3-dihydrobenzo[b][1,4]dioxine-6-sulfinate O1C2=C(OCC1)C=C(C=C2)[S@](=O)OCC